(7-chloro-3-methoxynaphthalen-2-yl)boric acid ClC1=CC=C2C=C(C(=CC2=C1)OB(O)O)OC